N[C@H]1CCCN2C(COC=3C=CC=C(C3C3CCC(OC[C@@H]12)CC3)F)=O |o1:1,21| Rel-(1s,15S,16R,19s)-15-amino-3-fluoro-8,18-dioxa-11-azatetracyclo[17.2.2.02,7.011,16]tricosa-2(7),3,5-trien-10-one